CC1=C(C(=O)O)C=C(C=C1)N1[C@H]2CN([C@@H](C1)C2)C 2-methyl-5-[(1R,4R)-5-methyl-2,5-diazabicyclo[2.2.1]heptane-2-yl]benzoic acid